2-(2-Methyl-2H-indazol-5-yl)-6-(1-methyl-1,2,3,6-tetrahydropyridin-4-yl)-1,3-benzothiazol-Hydrochlorid Cl.CN1N=C2C=CC(=CC2=C1)C=1SC2=C(N1)C=CC(=C2)C=2CCN(CC2)C